di-tert-butyl ((2R,4S)-5-(1,3-dioxoisoindolin-2-yl)-2-fluoropentane-1,4-diyl)dicarbamate O=C1N(C(C2=CC=CC=C12)=O)C[C@H](C[C@H](CNC(OC(C)(C)C)=O)F)NC(OC(C)(C)C)=O